N-(p-tolyl)thiophene-3-carboxamide C1(=CC=C(C=C1)NC(=O)C1=CSC=C1)C